N-(3,4-difluorophenyl)-7-fluoro-2-methoxy-1-(3-methylureido)-2,3-dihydro-1H-indene-4-carboxamide FC=1C=C(C=CC1F)NC(=O)C=1C=2CC(C(C2C(=CC1)F)NC(=O)NC)OC